(3-Fluoro-5-(1H-tetrazol-5-yl)benzyl)carbamic acid tert-butyl ester C(C)(C)(C)OC(NCC1=CC(=CC(=C1)C1=NN=NN1)F)=O